N-([1,2,4]triazolo[1,5-a]pyridin-6-yl)-2-(4-(5-chloro-2-(1H-tetrazol-1-yl)phenyl)-2,5-dioxopiperazin-1-yl)-3-phenylpropanamide N=1C=NN2C1C=CC(=C2)NC(C(CC2=CC=CC=C2)N2C(CN(C(C2)=O)C2=C(C=CC(=C2)Cl)N2N=NN=C2)=O)=O